disodium myristamide C(CCCCCCCCCCCCC)(=O)N.[Na].[Na]